S(=O)(=O)([O-])[O-].C(CCC)[N+](CC)(CC)CC.C(CCC)[N+](CC)(CC)CC bis(butyltriethylammonium) sulfate